OC1(CCN(CC1)C(=O)N1[C@@H](CN(CC1)C(=O)OC(C)(C)C)C1=CC=CC=C1)CN1C=NC(=CC1=O)C1=CC=CC=C1 tert-Butyl (R)-4-(4-hydroxy-4-((6-oxo-4-phenylpyrimidin-1(6H)-yl)methyl)piperidine-1-carbonyl)-3-phenylpiperazine-1-carboxylate